(3R)-3-cyclopentyl-3-[4-(7H-pyrrolo[2,3-d]pyrimidin-4-yl)pyrazol-1-yl]propanenitrile C1(CCCC1)[C@@H](CC#N)N1N=CC(=C1)C=1C2=C(N=CN1)NC=C2